[2-(trifluoromethoxy)phenyl]methanone TFA salt OC(=O)C(F)(F)F.FC(OC1=C(C=CC=C1)C=O)(F)F